CN1C2CC(CC1CC2)NC2COC1(CN(C1)C(=O)OC(C)(C)C)C2 tert-butyl 7-[[(3-exo)-8-methyl-8-azabicyclo[3.2.1]octan-3-yl]amino]-5-oxa-2-azaspiro[3.4]octane-2-carboxylate